PropylenEther C1C(C)O1